3-amino-2-(naphthalen-1-yl)propionic acid NCC(C(=O)O)C1=CC=CC2=CC=CC=C12